N-[2-(4-formylcyclohexyl)-6-methoxy-indazol-5-yl]pyrazine-2-carboxamide C(=O)C1CCC(CC1)N1N=C2C=C(C(=CC2=C1)NC(=O)C1=NC=CN=C1)OC